C(C1=CC=CC=C1)OCC(=O)C1=C(C=C(C=C1O)OCC1=CC=CC=C1)OCC1=CC=CC=C1 2-benzyloxy-1-(2,4-dibenzyloxy-6-hydroxy-phenyl)ethanone